CC1=NC(=CC(=C1NC(CCCCCCC)=O)C)N1CCOCC1 Octanoic acid (2,4-dimethyl-6-morpholin-4-yl-pyridin-3-yl)-amide